7Z-decatrienoic acid C(C=CC=C\C=C/CCC)(=O)O